N(=O)/C(=C/C)/C (2E)-3-nitrosobut-2-en